CN(C[C@@H](C)OC1=C2C(=NC=NC2=CC(=C1)C=1C=NN(C1)C)NC1=CC2=C(N=CS2)C=C1)C |r| Rac-N-(5-((1-(dimethylamino)propan-2-yl)oxy)-7-(1-methyl-1H-pyrazol-4-yl)quinazolin-4-yl)benzo[d]thiazol-6-amine